FC1=C(C=C(CC2=NNC(C3=CC=CC=C23)=O)C=C1)P1(CCN(CC1)N1SC=CN1)=O 4-(4-fluoro-3-(4-oxido-1-(thiadiazol-2-yl)-1,4-azaphosphinan-4-yl)benzyl)phthalazin-1(2H)-one